N-((1R,2S)-2-Acrylamidocyclopentyl)-5-(2-methyl-6-(pyrimidin-5-yloxy)pyridin-3-yl)-4-oxo-4,5-dihydro-3H-1-thia-3,5,8-triazaacenaphthylene-2-carboxamide C(C=C)(=O)N[C@@H]1[C@@H](CCC1)NC(=O)C=1SC=2N=CC=C3N(C(NC1C23)=O)C=2C(=NC(=CC2)OC=2C=NC=NC2)C